dimethyl-5-pyridinamine CC=1C(=NC=C(C1)N)C